Cl\C(=C/[C@@H]1C([C@@H]1C(=O)OCC1=C(C(=C(C(=C1F)F)C)F)CC)(C)C)\C(F)(F)F 2-ethyl-4-methyl-3,5,6-trifluorobenzyl (1R)-cis-3-[(Z)-2-chloro-3,3,3-trifluoro-1-propenyl]-2,2-dimethylcyclopropanecarboxylate